ClC1=C(/C=C/C(=O)O)C(=CC=C1)Cl trans-2,6-dichlorocinnamic acid